NC1=C2C(=CC(=NC2=C(C(=C1)OCC)OCC)C(=O)O)C(=O)O 5-amino-7,8-diethoxyquinoline-2,4-dicarboxylic acid